[C@@H]12OC[C@@](CC1)(C2)C=2N=C1N(C=C(C(=C1)OC(C)C)C(=O)NC=1C(N(C=CC1)C1CC1)=O)C2 2-((1R,4S)-2-oxabicyclo[2.2.1]heptan-4-yl)-N-(1-cyclopropyl-2-oxo-1,2-dihydropyridin-3-yl)-7-isopropoxyimidazo[1,2-a]pyridine-6-carboxamide